(S)-(4-(4-(difluoromethyl)pyrazolo[1,5-a]pyridin-2-yl)-6,7-dihydro-1H-imidazo[4,5-c]pyridin-5(4H)-yl)(5-(2-fluoropropan-2-yl)-1,3,4-oxadiazol-2-yl)methanone FC(C=1C=2N(C=CC1)N=C(C2)[C@H]2N(CCC1=C2N=CN1)C(=O)C=1OC(=NN1)C(C)(C)F)F